6-(trifluoromethyl)-3-pyridinylboronic acid FC(C1=CC=C(C=N1)B(O)O)(F)F